N1(N=NC=C1)CCC(=O)N1CC(=CCC1)C1=CC(=C2C=C(NC2=C1F)C(=O)O)C=1C=NC=CC1OCC 6-(1-(3-(1H-1,2,3-triazol-1-yl)propanoyl)-1,2,5,6-tetrahydropyridin-3-yl)-4-(4-ethoxypyridin-3-yl)-7-fluoro-1H-indole-2-carboxylic acid